silicon-thorium [Th].[Si]